sulfo-oleic acid S(=O)(=O)(O)C(C(=O)O)CCCCCC\C=C/CCCCCCCC